Tetramethyl-ethylcyclopentadienyl-gallium CC1=C(C(=C(C1[Ga]CC)C)C)C